tert-butyl 2-(6-acetamido-4-((2-(1,1-difluoroethyl)-6-ethylpyrimidin-4-yl) amino) pyridin-3-yl)-6,7-dihydropyrazolo[1,5-a]pyrazine-5(4H)-carboxylate C(C)(=O)NC1=CC(=C(C=N1)C1=NN2C(CN(CC2)C(=O)OC(C)(C)C)=C1)NC1=NC(=NC(=C1)CC)C(C)(F)F